N1(C=NC=C1)C(=O)OC(COC1=CC=C(C=C1)OC)C(C)(C)C 1-(4-methoxyphenoxy)-3,3-dimethylbutan-2-yl 1H-imidazole-1-carboxylate